(R)-2-methyl-N-((R)-1-(2-methyl-2H-pyrazolo[3,4-c]pyridin-5-yl)ethyl)propane-2-sulfinamide CC(C)(C)[S@@](=O)N[C@H](C)C1=CC=2C(C=N1)=NN(C2)C